(Z)-7,9-dodecadienyl-CoA C(CCCCC\C=C/C=CCC)SCCNC(CCNC([C@@H](C(COP(OP(OC[C@@H]1[C@H]([C@H]([C@@H](O1)N1C=NC=2C(N)=NC=NC12)O)OP(=O)(O)O)(=O)O)(=O)O)(C)C)O)=O)=O